tert-butyl (5-(2,6-dichloro-4-nitrophenoxy)-2-methoxypyridin-3-yl)carbamate ClC1=C(OC=2C=C(C(=NC2)OC)NC(OC(C)(C)C)=O)C(=CC(=C1)[N+](=O)[O-])Cl